tert-butyl 4-[2-[3-[2-bromo-4-(hydroxymethyl)phenoxy]phenoxy]ethoxy]piperidine-1-carboxylate BrC1=C(OC=2C=C(OCCOC3CCN(CC3)C(=O)OC(C)(C)C)C=CC2)C=CC(=C1)CO